2-chloro-6-cyclopropyl-N,N-dimethylisonicotinamide ClC=1C=C(C(=O)N(C)C)C=C(N1)C1CC1